1-amino-3-methyl-butylborate-pinacol OC(C)(C)C(C)(C)O.NC(CC(C)C)OB(O)O